COC1=CC=C(OCCN2C(=C(C3=CC=CC=C23)\C=N\NC(=O)NC2=CC=CC=C2)C)C=C1 (E)-2-((1-(2-(4-methoxyphenoxy)ethyl)-2-methyl-1H-indol-3-yl)methylene)-N-phenylhydrazine-1-carboxamide